C1(CCCC1)C1=CC(=NN1)NC1=NC(=NC=C1)N1CC(CC(C1)(F)F)CN1C(C2=CC=CC=C2C1=O)=O 2-[[1-[4-[(5-cyclopentyl-1H-pyrazol-3-yl)amino]pyrimidin-2-yl]-5,5-difluoro-3-piperidyl]methyl]isoindoline-1,3-dione